FC1(OC2=C(O1)C=CC(=C2)OC2=NC=CC(=C2)I)F 2-[(2,2-difluoro-1,3-benzodioxol-5-yl)oxy]-4-iodo-pyridine